N-hydroxyNitrogen O[N]